tert-butyl 2-((9Z,12Z)-octadeca-9,12-dienamido)-3-(((9Z,12Z)-octadeca-9,12-dienoyl)(octadecyl)carbamoyl)-4,7-dihydrothieno[2,3-c]pyridine-6(5H)-carboxylate C(CCCCCCC\C=C/C\C=C/CCCCC)(=O)NC1=C(C2=C(CN(CC2)C(=O)OC(C)(C)C)S1)C(N(CCCCCCCCCCCCCCCCCC)C(CCCCCCC\C=C/C\C=C/CCCCC)=O)=O